N-(2,5-difluoro-4-methoxy-phenyl)-5-(2-pyridyl)-1H-pyrrole-3-sulfonamide FC1=C(C=C(C(=C1)OC)F)NS(=O)(=O)C1=CNC(=C1)C1=NC=CC=C1